cyanoacetic acid-13C C(#N)C[13C](=O)O